3-[(2R)-1-(4-methyl-4H-1,2,4-triazol-3-yl)propan-2-yl]benzamide CN1C(=NN=C1)C[C@@H](C)C=1C=C(C(=O)N)C=CC1